4-((1-Allyl-5-ethyl-4-oxo-4,5-dihydro-1H-pyrrolo[3,2-c]pyridin-3-yl)amino)-6-(cyclopropanecarboxamido)-N-methylnicotinamide C(C=C)N1C=C(C=2C(N(C=CC21)CC)=O)NC2=CC(=NC=C2C(=O)NC)NC(=O)C2CC2